1-((2-chloro-2,2-difluoroethoxy)methyl)-4-methyl-2-nitrobenzene ClC(COCC1=C(C=C(C=C1)C)[N+](=O)[O-])(F)F